ONC(C1=CC=C(C=C1)CCCCC(F)(F)F)=N N-hydroxy-4-(5,5,5-trifluoropentyl)benzamidine